N1(CCC1)CC1=CC(=NC=C1)NC=1SC2=NC(=CC=C2N1)C=1C=NNC1C N-(4-(azetidin-1-yl-methyl)pyridin-2-yl)-5-(5-methyl-1H-pyrazol-4-yl)thiazolo[5,4-b]-pyridin-2-amine